NC=1C=C2C(N(C(N(C2=CC1)CCN1CCCCC1)=O)CCOC)=O 6-amino-3-(2-methoxyethyl)-1-(2-(piperidin-1-yl)ethyl)quinazoline-2,4(1H,3H)-dione